methyl (S)-2-(((benzyloxy) carbonyl) amino)-4-methylenehexanoate C(C1=CC=CC=C1)OC(=O)N[C@H](C(=O)OC)CC(CC)=C